trans-4-((5-(1-(2,2-Difluoroethyl)-1H-benzo[d][1,2,3]triazol-6-yl)pyrrolo[2,1-f][1,2,4]triazin-2-yl)amino)-1-methylcyclohexan-1-ol FC(CN1N=NC2=C1C=C(C=C2)C=2C=CN1N=C(N=CC12)NC1CCC(CC1)(O)C)F